ClC1=CC=C(C(=N1)C(=O)O)N[C@H](C)C1=C2N=C(C(=NC2=CC(=C1)C)C#N)C1=CC=C(C=C1)OC (R)-6-chloro-3-((1-(2-cyano-3-(4-methoxyphenyl)-7-methylquinoxalin-5-yl)ethyl)amino)picolinic acid